BrC1=CC(=C(C=C1OC)C=1OC(=CN1)C=O)I 2-(4-bromo-2-iodo-5-methoxy-phenyl)oxazole-5-carbaldehyde